C(C(=C)C)(=O)OCCOC(C(=C)C)=O 1,2-Ethandiol dimethacrylate